C(C)OC(=O)C1=C(NC(=N[C@H]1C1=C(C(=CC=C1)F)C)C=1SC=CN1)CN1[C@@H]2[C@H](C(C1)(F)F)CN(C2)C(=O)OC(C)(C)C tert-butyl (cis)-1-(((S)-5-(ethoxycarbonyl)-6-(3-fluoro-2-methylphenyl)-2-(thiazol-2-yl)-3,6-dihydropyrimidin-4-yl)methyl)-3,3-difluorohexahydropyrrolo[3,4-b]pyrrole-5(1H)-carboxylate